C(C)(C)N1C(C=CC2=C1N=C(N=C2)N[C@H]2CN(CCC2)C(=O)C2=CC=C(C=C2)NC(C=C)=O)=O (R)-N-(4-(3-((8-isopropyl-7-oxo-7,8-dihydropyrido[2,3-d]pyrimidin-2-yl)amino)piperidine-1-carbonyl)phenyl)acrylamide